O=C1N(C=C(C(N1)=O)C(F)(F)F)[C@H]1C=C[C@H](O1)OCP(=O)(OC1=CC=CC=C1)NC(C(=O)[O-])C (([(2R,5R)-5-[2,4-dioxo-5-(trifluoromethyl)-3H-pyrimidin-1-yl]-2,5-dihydrofuran-2-yl]oxymethyl(phenoxy)phosphoryl)amino)propanoate